5-[6-fluoro-2-[(4-methoxyphenyl)methyl]-4-vinyl-indazol-7-yl]-1,1-dioxo-1,2,5-thiadiazolidin-3-one FC=1C=C(C2=CN(N=C2C1N1CC(NS1(=O)=O)=O)CC1=CC=C(C=C1)OC)C=C